5-[4-(3-Chloro-4-methoxy-benzylamino)-5,6,7,8-tetrahydro-benzo[4,5]thieno[2,3-d]pyrimidin-2-yl]-pentanoic acid ClC=1C=C(CNC=2C3=C(N=C(N2)CCCCC(=O)O)SC2=C3CCCC2)C=CC1OC